[Mo+4].B([O-])([O-])[O-].[Na+] sodium borate molybdenum